C(C)(C)(C)C1=CC=C(C=C1)[S+]1CCOCC1 4-(4-(t-butyl)phenyl)-1,4-oxathian-4-ium